1,2,3,6,7,8,9,10-octahydro-4H-cyclohepta[b]quinolin-4-one C1C=2C=C3C(=NC2C(CC1)=O)CCCCC3